ClC=1C=C(C=C(C1OCC\C=C\CCOC1=C(C=C(C=C1Cl)CCC(=O)OC)Cl)Cl)C=1OC2=C(N1)C=CC(=C2)C(=O)OC Methyl 2-[3,5-dichloro-4-[(E)-6-[2,6-dichloro-4-(3-methoxy-3-oxo-propyl)phenoxy]hex-3-enoxy] phenyl]-1,3-benzoxazole-6-carboxylate